4-hydroxy-6-methyl-5-(1,3-thiazol-4-yl)pyridine-3-carboxamide OC1=C(C=NC(=C1C=1N=CSC1)C)C(=O)N